4-Cyclopropyl-6-fluoro-7-(4-iodo-1-methyl-1H-pyrazol-5-yl)-3,4-dihydrospiro[benzo[b][1,4]Oxazine-2,1'-cyclopropane]-8-carbonitrile C1(CC1)N1C2=C(OC3(CC3)C1)C(=C(C(=C2)F)C2=C(C=NN2C)I)C#N